C(C1=CC=CC=C1)OC1CC(C1)OC1CCN(CC1)C(=O)OCC1=CC=CC=C1 Benzyl 4-(3-benzyloxycyclobutoxy)piperidine-1-carboxylate